6-bromo-5-(difluoromethoxy)benzothiophene BrC1=CC2=C(C=CS2)C=C1OC(F)F